5,6-dimethyl-1-methylvinyl-bicyclo[2.2.1]Hept-5-ene-2-methanol CC=1C2CC(C(C1C)(C2)C(=C)C)CO